C1(=CC=CC=C1)C1=C(C=C(C=C1)C1=CC=CC=C1)C1=CC=C(C=C1)N(C=1C2=CC=CC=C2C=2C=CC=CC2C1)C1=CC=C(C=C1)C1=CC=CC2=CC=CC=C12 (2',5'-diphenyl-biphenyl-4-yl)-(4-naphthalen-1-yl-phenyl)-phenanthrene-9-yl-amine